1-methyl-3-phenethyl-5-(4-(piperidin-1-yl)benzylidene)-2-selenoxoimidazolidin-4-one CN1C(N(C(C1=CC1=CC=C(C=C1)N1CCCCC1)=O)CCC1=CC=CC=C1)=[Se]